(2R,6S)-6-((4-bromophenoxy)methyl)-2-methyl-2-((methylsulfonyl)methyl)-1,4-dioxan BrC1=CC=C(OC[C@@H]2COC[C@@](O2)(CS(=O)(=O)C)C)C=C1